tetrahydro-furan-2-carboxylate O1C(CCC1)C(=O)[O-]